ClC=1C=C(C=CC1)N1C(=NN=C1C1=NC=C(C=C1)OCC)C1CC(C1)NC(OC(C)(C)C)=O tert-butyl ((1r,3r)-3-(4-(3-chlorophenyl)-5-(5-ethoxypyridin-2-yl)-4H-1,2,4-triazol-3-yl)cyclobutyl)carbamate